(S)-2-VINYLPENTANOIC ACID C(=C)[C@@H](C(=O)O)CCC